endo-N-(7-cyano-7-azabicyclo[2.2.1]heptan-2-yl)-2-(2,4-dichloro-5-ethyl-3-methylphenoxy)acetamide C(#N)N1C2C(CC1CC2)NC(COC2=C(C(=C(C(=C2)CC)Cl)C)Cl)=O